BrC1=C2CCCC(C2=CC(=C1)F)O 5-bromo-7-fluoro-1,2,3,4-tetrahydronaphthalen-1-ol